(R)-N-(3-(2-(tert-butylamino)-1-hydroxyethyl)-2-fluorophenyl)isobutyramide C(C)(C)(C)NC[C@H](O)C=1C(=C(C=CC1)NC(C(C)C)=O)F